FC(C=1C=CC(=C(C1)C(CCN(C(OC(C)(C)C)=O)C)CCO)F)F tert-butyl (3-(5-(difluoromethyl)-2-fluorophenyl)-5-hydroxypentyl)(methyl)carbamate